CC1([C@H]2CN([C@@H]([C@@H]12)C(=O)OCC1=CC=CC=C1)C([C@H](CC1COCC1)NC(C(F)(F)F)=O)=O)C benzyl (1R,2S,5S)-6,6-dimethyl-3-[(2S)-3-tetrahydrofuran-3-yl-2-[(2,2,2-trifluoroacetyl)amino]propanoyl]-3-azabicyclo[3.1.0]hexane-2-carboxylate